BrC1=NO[C@@H](C1)C1=CC(=C(C=C1)C)OC1=CC=C(C=C1)Cl (5S)-3-bromo-5-[3-(4-chlorophenoxy)-4-methyl-phenyl]-4,5-dihydroisoxazole